NCC=1C=C(C=CC1)NC(=O)C1=NN(C2=C1CN(C[C@@H]2C)C(=O)C=2NC=CC2)CC2=CC=C(C=C2)F (S)-N-(3-(aminomethyl)phenyl)-1-(4-fluorobenzyl)-7-methyl-5-(1H-pyrrole-2-carbonyl)-4,5,6,7-tetrahydro-1H-pyrazolo[4,3-c]pyridine-3-carboxamide